[C@@H]12N(C[C@@H](NC1)CC2)C2=NC(=NC1=C(C(=C(C=C21)F)C2=CC(=CC1=CC=C(C(=C21)F)F)O)F)OC[C@]21CCCN1C[C@@H](C2)F 4-(4-((1S,4S)-2,5-diazabicyclo[2.2.2]octan-2-yl)-6,8-difluoro-2-(((2R,7aS)-2-fluorotetrahydro-1H-pyrrolizin-7a(5H)-yl)methoxy)quinazolin-7-yl)-5,6-difluoronaphthalen-2-ol